(1R,3R,5R)-2-(2-(3-acetyl-5-(2-methylpyrimidin-5-yl)-1H-indazol-1-yl)acetyl)-N-(6-bromo-3-methylpyridin-2-yl)-5-methyl-2-azabicyclo[3.1.0]hexane-3-carboxamide C(C)(=O)C1=NN(C2=CC=C(C=C12)C=1C=NC(=NC1)C)CC(=O)N1[C@@H]2C[C@@]2(C[C@@H]1C(=O)NC1=NC(=CC=C1C)Br)C